2-(2,3-Dimethyl-1H-indol-6-yl)-2-(4-hydroxyphenyl)-2-(4-(trifluoromethyl)phenyl)acetonitrile CC=1NC2=CC(=CC=C2C1C)C(C#N)(C1=CC=C(C=C1)C(F)(F)F)C1=CC=C(C=C1)O